FC1=C(C(=CC=C1C(=O)C1=NNC2=NC=C(C=C21)C2=CC=C(C=C2)C(C)C)F)NS(=O)(=O)CCC N-(2,6-Difluoro-3-(5-(4-isopropylphenyl)-1H-pyrazolo[3,4-b]pyridin-3-carbonyl)phenyl)propan-1-sulfonamid